NC=1C2=C(N=CN1)NC(=C2C2=CC=C(C=C2)C(=O)N2CCCC2)C2CN(CC2)C(C#CC)=O 1-(3-(4-amino-5-(4-(pyrrolidine-1-carbonyl)phenyl)-7H-pyrrolo[2,3-d]pyrimidin-6-yl)pyrrolidin-1-yl)but-2-yn-1-one